tert-butyl (2R,5S)-2-(((methylsulfonyl)oxy)methyl)-5-(4-(trifluoromethyl)benzyl)-morpholine-4-carboxylate CS(=O)(=O)OC[C@H]1CN([C@H](CO1)CC1=CC=C(C=C1)C(F)(F)F)C(=O)OC(C)(C)C